cyclopentanene C1=CCCC1